Methyl 3-(3,4-difluorophenyl)-4,5-dihydro-1H-benzo[g]indole-2-carboxylate FC=1C=C(C=CC1F)C1=C(NC=2C3=C(CCC12)C=CC=C3)C(=O)OC